6-(((1-(3,4-dichlorophenyl)cyclobutyl)methyl)amino)-N-methylpyridazine-3-carboxamide ClC=1C=C(C=CC1Cl)C1(CCC1)CNC1=CC=C(N=N1)C(=O)NC